C(C)N(C(\C=C\C1=CC=C(C=C1)O)=O)CC=1SC=CC1 (E)-N-ethyl-3-(4-hydroxyphenyl)-N-(thiophen-2-ylmethyl)acrylamide